N,N-Dimethyl-N-(3-(tris((3-hydroxy-2,3-dimethylbutan-2-yl)oxy)-silyl)propyl)heptadecan-1-aminium chloride [Cl-].C[N+](CCCCCCCCCCCCCCCCC)(CCC[Si](OC(C)(C(C)(O)C)C)(OC(C)(C(C)(O)C)C)OC(C)(C(C)(C)O)C)C